C(C)(C)(C)C1=C(C(=CC(=C1)OCC(F)(F)F)C(C)(C)C)OCC(F)(F)F 1,3-di-tert-butyl-2,5-bis(2,2,2-trifluoro-ethoxy)benzol